(S,Z,RS)-(2-(1-hydroxyethyl)-4-(methoxyimino)pyrrolidin-1-yl)(2'-methyl-[1,1'-biphenyl]-4-yl)methanone O[C@H](C)[C@H]1N(C\C(\C1)=N/OC)C(=O)C1=CC=C(C=C1)C1=C(C=CC=C1)C |&1:1|